FC1=C(CN2[C@@H](CCC2=O)CC(=O)N[C@@H](C(C)C)C(=O)N[C@H](C(C)C)C(=O)OC)C=CC=C1F Methyl (2-((S)-1-(2,3-difluorobenzyl)-5-oxopyrrolidin-2-yl)acetyl)-L-valyl-D-valinate